FC(C1=CC(=CC=2NC(=NC21)NC2CS(CC2)(=O)=O)C(F)(F)F)(F)F 3-((4,6-bis(trifluoromethyl)-1H-benzo[d]imidazol-2-yl)amino)tetrahydrothiophene 1,1-dioxide